FC1=CC(=C(C(=O)C2=C(C3=C(S2)C=C(C=C3)C(=O)OC)OC3=CC=C(C=C3)O[C@@H]3CN(CC3)CCCF)C(=C1)C)C methyl (S)-2-(4-fluoro-2,6-dimethylbenzoyl)-3-(4-((1-(3-fluoropropyl)pyrrolidin-3-yl)oxy)phenoxy)benzo[b]thiophene-6-carboxylate